2-methyl-5-oxa-2,8-diazaspiro[3.5]nonan CN1CC2(C1)OCCNC2